C(\C=C\C1=CC(OC)=C(O)C=C1)=O Coniferaldehyd